C1OCC12CCN(CC2)C=2C=CC(=NC2)N 5-(2-oxa-7-azaspiro[3.5]nonan-7-yl)pyridin-2-amine